6-Amino-7-(3-methoxy-2,6-dimethylphenyl)-3-(2,2,2-trifluoroethyl)imidazo[4,5-b]pyridine-5-carbonitrile NC=1C(=C2C(=NC1C#N)N(C=N2)CC(F)(F)F)C2=C(C(=CC=C2C)OC)C